C(C#C)N1C(C2=CC=CC=C2C1=O)=O 2-(prop-2-yn-1-yl)isoindoline-1,3-dione